FCCCN1CC(C1)=CC1=CC=C(C=C1)C1=C(CCCC2=C1C=CC(=C2)C(=O)O)C2=C(C=CC=C2C)OC 9-(4-((1-(3-fluoropropyl)azetidin-3-ylidene)methyl)phenyl)-8-(2-methoxy-6-methylphenyl)-6,7-dihydro-5H-benzo[7]annulene-3-carboxylic acid